Ammonium acryloyldimethyl-taurine C(C=C)(=O)C(N(C)C)CS(=O)(=O)O.[NH4+]